ethyl 4-(methoxymethylene)-1-methylcyclohexane-1-carboxylate COC=C1CCC(CC1)(C(=O)OCC)C